1,8-bis(phenylthio)anthracene-9,10-dione C1(=CC=CC=C1)SC1=CC=CC=2C(C3=CC=CC(=C3C(C12)=O)SC1=CC=CC=C1)=O